1-(ethylthio)-9-hydroxy-4-propyl-[1,2,4]triazolo[4,3-a]quinazolin-5(4H)-one C(C)SC1=NN=C2N1C1=C(C=CC=C1C(N2CCC)=O)O